N,N'-Bis(1,4-dimethylpentyl)-p-phenylendiamin CC(CCC(C)C)NC1=CC=C(C=C1)NC(CCC(C)C)C